3,4-(ethylenedioxy)thiophene C1OC2=CSC=C2OC1